3-bromo-6-(tert-butoxycarbonyl)-6,7-dihydro-5H-pyrrolo[3,4-b]pyridine BrC=1C=C2C(=NC1)CN(C2)C(=O)OC(C)(C)C